The molecule is a member of the class of benzothiazoles that is 2-amino-1,3-benzothiazole in which one of the amino hydrogens is replaced by a 4-[2-ethyl-1-(1H-1,2,4-triazol-1-yl)butyl]phenyl group. It is a member of triazoles, a member of benzothiazoles, an aromatic amine and a secondary amino compound. CCC(CC)C(C1=CC=C(C=C1)NC2=NC3=CC=CC=C3S2)N4C=NC=N4